2-fluoro-5-methoxybenzeneformic acid FC1=C(C=C(C=C1)OC)C(=O)O